3-(1-(2-aminobenzo[d]thiazol-6-yl)cyclopropyl)-1-methylquinazoline NC=1SC2=C(N1)C=CC(=C2)C2(CC2)N2CN(C1=CC=CC=C1C2)C